FC=1C=C(C(=NC1)[C@@H](C1(CCCC1)C)NC1=C(C(C1=O)=O)NC1=C(C(=NC=C1)C(=O)N(CC(F)(F)F)C)O)C (R)-4-((2-(((5-fluoro-3-methylpyridin-2-yl)(1-methylcyclopentyl)methyl)amino)-3,4-dioxocyclobut-1-en-1-yl)amino)-3-hydroxy-N-methyl-N-(2,2,2-trifluoroethyl)picolinamide